FC1=C(C(=C(C(=C1[B-](C1=C(C(=C(C(=C1F)F)F)F)F)(C1=C(C(=C(C(=C1F)F)F)F)F)C1=C(C(=C(C(=C1F)F)F)F)F)F)F)F)F.C(CCCCCCCCCCCCCCCCCCCCC)[NH+](CCCCCCCCCCCCCCCCCCCCCC)CC(F)(F)F N,N-didocosyl-2,2,2-trifluoroethylammonium tetrakis(pentafluorophenyl)borate